1,5-diazabicyclo[4.3.0]non-en-5-ene N12C=CCN=C2CCC1